tert-butyl (S)-(1-(2-chloro-5-(1-(difluoromethyl)-1H-pyrazol-4-yl)pyridin-4-yl)piperidin-3-yl)carbamate ClC1=NC=C(C(=C1)N1C[C@H](CCC1)NC(OC(C)(C)C)=O)C=1C=NN(C1)C(F)F